3,3',4',5',5,7-hexahydroxyflavone OC1=C(OC2=CC(=CC(=C2C1=O)O)O)C1=CC(=C(C(=C1)O)O)O